(cyclopentyl(2-methoxyethyl)amino)acetonitrile C1(CCCC1)N(CCOC)CC#N